N-4-methylphenyl-formamide CC1=CC=C(C=C1)NC=O